(±)-1,3-Dichloro-9-[3-(dibutylamino)-1-hydroxypropyl]-6-(trifluoromethyl)phenanthrene hydrochloride Cl.ClC1=CC(=CC=2C3=CC(=CC=C3C(=CC12)[C@@H](CCN(CCCC)CCCC)O)C(F)(F)F)Cl |r|